C[C@@H]1CN(C[C@@H](O1)C)C(=O)C=1C2=C(N(N1)CC(=O)N1CCC(CC1)C1=CC(=C(C=C1)C)C(F)(F)F)CCC2 2-{3-[(2R,6S)-2,6-Dimethylmorpholin-4-carbonyl]-5,6-dihydrocyclopenta[c]pyrazol-1(4H)-yl}-1-{4-[4-methyl-3-(trifluoromethyl)phenyl]piperidin-1-yl}ethan-1-on